COC=1C(=C2C(=NC=NC2=CC1)N)N1C2CCN(CC2C1)C 6-methoxy-5-(3-methyl-3,7-diazabicyclo[4.2.0]oct-7-yl)quinazolin-4-amine